C(CCC)C1CN(C(OC12CCN(CC2)C2(CCN(CC2)C(=O)C=2C(=NC=NC2C)C)C)=O)CCC2CCOCC2 5-Butyl-9-[1-(4,6-dimethyl-pyrimidine-5-carbonyl)-4-methyl-piperidin-4-yl]-3-[2-(tetrahydro-pyran-4-yl)-ethyl]-1-oxa-3,9-diaza-spiro[5.5]undecan-2-one